ClC1=CC=C2C(=C1)NC(C21N(C(C=2N=C(N(C21)C(C)C)C=2C(=NC(=NC2)OC)OC)=O)C2=CC(=C(C=C2)OC(F)(F)F)Cl)=O 6-chloro-5'-(3-chloro-4-(trifluoromethoxy)phenyl)-2'-(2,4-dimethoxypyrimidin-5-yl)-3'-isopropyl-3'H-spiro[indoline-3,4'-pyrrolo[3,4-d]imidazole]-2,6'(5'H)-dione